3-fluoro-4-[2-[5-[(2-methoxyethylamino)methyl]-2-pyridyl]thieno[3,2-b]pyridin-7-yl]oxy-aniline FC=1C=C(N)C=CC1OC1=C2C(=NC=C1)C=C(S2)C2=NC=C(C=C2)CNCCOC